C(N)(=O)NCCC[C@H](N)C(=O)N N5-carbamoyl-L-ornithinamide